C(C)OC(=O)C=1C=NN(C1)[C@@H]1CC[C@H](CC1)N1N=C(C=2C1=NC=NC2N)I.CN2N=C(C=C2C2=CC=CC=C2)C(=O)N2CCNCC2 (1-methyl-5-phenyl-1H-pyrazol-3-yl)(1-piperazinyl)methanone ethyl-1-((trans)-4-(4-amino-3-iodo-1H-pyrazolo[3,4-d]pyrimidin-1-yl)cyclohexyl)-1H-pyrazole-4-carboxylate